ClC1=CC=C(C=N1)CN1C(N(C2=CC=C(C=C2C1=O)OC(CF)CF)C1CCN(CC1)C=O)=O 4-{3-[(6-chloropyridin-3-yl)methyl]-6-[2-fluoro-1-(fluoromethyl)ethoxy]-2,4-dioxo-3,4-dihydroquinazolin-1(2H)-yl}piperidine-1-carbaldehyde